BrC=1C(=CC2=C(N(N=N2)C)C1)F 6-bromo-5-fluoro-1-methyl-1H-benzo[d][1,2,3]triazole